FC=1C=C2C(=NNC2=CC1OCCOC)C1=CC(=NO1)C1=CC=C(C(=O)N2CC3(CC2)CCOCC3)C=C1 2-(4-{5-[5-Fluoro-6-(2-methoxyethoxy)-1H-indazol-3-yl]-1,2-oxazol-3-yl}benzoyl)-8-oxa-2-azaspiro[4.5]decan